4-bromo-3-fluoro-5-methoxy-aniline BrC1=C(C=C(N)C=C1OC)F